2,4-dichloro-7-fluoropyrido[3,2-d]pyrimidine ClC=1N=C(C2=C(N1)C=C(C=N2)F)Cl